COC1=NC=C(C=C1NS(=O)(=O)C1=CC=CC=C1)C=1C=CC=2N(C(C(=CN2)NC2=NN(C=C2)C)=O)C1 N-(2-Methoxy-5-(3-((1-methyl-1H-pyrazol-3-yl)amino)-4-oxo-4H-pyrido[1,2-a]pyrimidin-7-yl)pyridin-3-yl)benzenesulfonamide